9-(4-chloro-2-fluoro-phenyl)-7-[(2S,4R)-2-[6-keto-1-(oxetan-3-ylmethyl)-3-pyridyl]tetrahydropyran-4-yl]-2,3-dimethyl-pyrazino[1,2-a]pyrimidin-4-one ClC1=CC(=C(C=C1)C1=NC(=CN2C1=NC(=C(C2=O)C)C)[C@H]2C[C@H](OCC2)C2=CN(C(C=C2)=O)CC2COC2)F